N-{[3-(8-{[(3S,4R)-3-fluoro-1-methylpiperidin-4-yl]amino}-3-[(trifluoromethyl)sulfanyl]indolizin-2-yl)-1,2,4-oxadiazol-5-yl]methyl}-2-methylpropanamide F[C@H]1CN(CC[C@H]1NC1=CC=CN2C(=C(C=C12)C1=NOC(=N1)CNC(C(C)C)=O)SC(F)(F)F)C